FC=1C=C(CN2C3=C(C(=C(CC2=O)C(=O)NC)O)C=CC=C3)C=C(C1)F 1-(3,5-difluorobenzyl)-5-hydroxy-N-methyl-2-oxo-2,3-dihydro-1H-benzo[b]azepine-4-carboxamide